BrC=1C=C2[C@]3(CN(C(C2=C(C1)F)=O)CC(=O)OC)[C@H](C3)F methyl 2-((1r,2s)-6'-bromo-2,8'-difluoro-1'-oxo-1'H-spiro[cyclopropane-1,4'-isoquinolin]-2'(3'H)-yl)acetate